5-methyl-1-(tetrahydro-2H-pyran-2-yl)-4-(4,4,5,5-tetramethyl-1,3,2-dioxaborolan-2-yl)-1H-benzo[f]indazole CC1=CC=CC2=C1C(=C1C=NN(C1=C2)C2OCCCC2)B2OC(C(O2)(C)C)(C)C